N1(CCC1)CCC=1C(=CC(N(C1)C(C(=O)N[C@@H](CC(=O)O)C=1C=C(C=C(C1F)C)C1=C(C=C(C(=C1)F)C#N)C)CC(C)C)=O)C(F)(F)F (3S)-3-(2-(5-(2-(azetidin-1-yl)ethyl)-2-oxo-4-(trifluoromethyl)pyridin-1(2H)-yl)-4-methylpentanamido)-3-(4'-cyano-4,5'-difluoro-2',5-dimethylbiphenyl-3-yl)propanoic acid